C(CCCCCCCCC(=O)OCCOCCOCCCC)(=O)OCCOCCOCCCC di(butoxyethoxyethyl) sebacate